OC(CN1CCC(CC1)COC1=CC=CC=N1)(C)C 6-((1-(2-hydroxy-2-methylpropyl)piperidin-4-yl)methoxy)pyridin